O=C1NC(CCC1N1C(C2=CC=CC(=C2C1=O)NCCCCCCNC(OC(C)(C)C)=O)=O)=O tert-butyl N-(6-{[2-(2,6-dioxopiperidin-3-yl)-1,3-dioxoisoindol-4-yl]amino}hexyl)carbamate